CS(=O)(=O)O.FC1=CC2=C(N=C(S2)[C@@H](C)N)C=C1 (R)-1-(6-fluoro-2-benzothiazolyl)-ethylamine methanesulfonic acid salt